N=1C=CN2N=CC(=CC21)C(=O)O imidazo[1,2-b]pyridazine-7-carboxylic acid